3-allyl-4-((2s,4s)-1-(tert-butoxycarbonyl)-4-(non-8-en-1-yloxy)piperidin-2-yl)benzoic acid C(C=C)C=1C=C(C(=O)O)C=CC1[C@H]1N(CC[C@@H](C1)OCCCCCCCC=C)C(=O)OC(C)(C)C